CC(CCO)(CCCCCC)O 3-methyl-1,3-nonanediol